C/C(/C=C/C(=O)ONC(=O)C1OCCCNC1)=C\C=C\C(=C\C=C\C=C(\C=C\C=C(/C=C/C(=O)[O-])\C)/C)\C 1-[1,4-oxazepanamido] (2E,4E,6E,8E,10E,12E,14E,16Z,18E)-4,8,13,17-tetramethylicosa-2,4,6,8,10,12,14,16,18-nonaenedioate